CN(C)CCC1=CC=C(C=C1)C=C N,N-dimethyl-4-vinyl-phenethylamine